ClC=1C=C(C=CC1Cl)[C@@]1(CNCC1)CNS(=O)(=O)C1=CC=C(C=C1)OC(F)(F)F (S)-N-((3-(3,4-dichlorophenyl)pyrrolidin-3-yl)methyl)-4-(trifluoromethoxy)benzenesulfonamide